N4-(4-(4-chlorophenoxy)phenyl)-7H-pyrrolo[2,3-d]pyrimidine-2,4-diamine ClC1=CC=C(OC2=CC=C(C=C2)NC=2C3=C(N=C(N2)N)NC=C3)C=C1